COC(=O)C=1N=C(SC1)N1N=C(C=C1N)C1=CC=C(C=C1)OC 2-[5-amino-3-(4-methoxyphenyl)-1H-pyrazol-1-yl]thiazole-4-carboxylic acid methyl ester